(S)-2-((tert-butoxycarbonyl)amino)-4,4,4-trifluorobutanoic acid C(C)(C)(C)OC(=O)N[C@H](C(=O)O)CC(F)(F)F